2-(2-isopropylphenyl)-7-methyl-9-(4-(1-methyl-1H-1,2,3-triazol-5-yl)benzyl)-7,9-dihydro-8H-purin-8-one C(C)(C)C1=C(C=CC=C1)C1=NC=C2N(C(N(C2=N1)CC1=CC=C(C=C1)C1=CN=NN1C)=O)C